C(C1=CC=CC=C1)C1=CC(=C(S1)NC(C(C)OC1=CC=CC=C1)=O)C#N N-(5-benzyl-3-cyanothiophen-2-yl)-2-phenoxypropanamide